COC1=CC=C(C=C1)S1SP(P1)C1=CC=C(C=C1)OC 2,4-bis(4-methoxyphenyl)-1,2,3,4-dithiadiphosphetane